NC=1C(=CC2=C(OC(C(N2CC2=CC(=CC(=C2)F)F)=O)C)C1F)Cl 7-amino-6-chloro-4-(3,5-difluorobenzyl)-8-fluoro-2-methyl-2H-benzo[b][1,4]oxazin-3(4H)-one